6-Methyl-N-[(4-methyl-1,3-oxazol-2-yl)methyl]-4-[(1-methylcyclopropyl)amino]furo[2,3-d]pyrimidin-5-carboxamide CC1=C(C2=C(N=CN=C2NC2(CC2)C)O1)C(=O)NCC=1OC=C(N1)C